1,1'-(butane-1,4-diyl)bis(3-(pyridin-4-yl)-1H-pyrazole-5-carboxylic acid) C(CCCN1N=C(C=C1C(=O)O)C1=CC=NC=C1)N1N=C(C=C1C(=O)O)C1=CC=NC=C1